(2-(2-(1-(4-(2,4-dioxotetrahydropyrimidin-1(2H)-yl)phenyl)azetidin-3-yl)ethyl)phenyl)boronic acid O=C1N(CCC(N1)=O)C1=CC=C(C=C1)N1CC(C1)CCC1=C(C=CC=C1)B(O)O